BrC1=CC2=C(N(C=3C2=NC=C(C3)C3=C(N=NN3C)C)C(C3CCOCC3)C3=CC=CC=C3)S1 2-bromo-6-(1,4-dimethyl-1H-1,2,3-triazol-5-yl)-8-(phenyl-(tetrahydro-2H-pyran-4-yl)methyl)-8H-thieno[3',2':4,5]pyrrolo[3,2-b]pyridine